(S)-3-((4-(2-amino-7H-pyrrolo[2,3-d]pyrimidin-7-yl)pyridin-2-yl)ethynyl)-3-hydroxy-1-methylpyrrolidin-2-one NC=1N=CC2=C(N1)N(C=C2)C2=CC(=NC=C2)C#C[C@@]2(C(N(CC2)C)=O)O